3-(furo[3,2-c]pyridin-4-yloxy)-2,2-dimethyl-N-(1-methylpiperidin-4-yl)propionamide O1C=CC=2C(=NC=CC21)OCC(C(=O)NC2CCN(CC2)C)(C)C